N-(1-(4-((6-Chloro-2-methylpyridin-3-yl)methyl)piperazine-1-carbonyl)-1H-pyrazol-3-yl)methanesulfonamide ClC1=CC=C(C(=N1)C)CN1CCN(CC1)C(=O)N1N=C(C=C1)NS(=O)(=O)C